2-[6-(3-amino-2,6-difluorophenyl)imidazo[1,5-a]pyridin-1-yl]-1-[[2-(trimethylsilyl)ethoxy]methyl]imidazole-4-carbonitrile NC=1C(=C(C(=CC1)F)C=1C=CC=2N(C1)C=NC2C=2N(C=C(N2)C#N)COCC[Si](C)(C)C)F